N5-((6-cyclopropyl-8-(4-methylpiperazin-1-yl)imidazo[1,2-a]pyridin-2-yl)methyl)pyridazine-3,5-diamine C1(CC1)C=1C=C(C=2N(C1)C=C(N2)CNC=2C=C(N=NC2)N)N2CCN(CC2)C